C[Si]1(O[Si](O[Si](O[Si](O1)(C)C)(C)C)(C)C)C 2,2,4,4,6,6,8,8-octamethyl-cyclotetrasiloxane